BrC1=CC=C(N1C=C)C(=O)N1C[C@H]([C@@H](CC1)C(=O)N1CCC(CC1)(O)CN1C=NC2=C(C1=O)C=CN2C)C2=CC=CC=C2 3-{[1-({(3R,4R)-1-[(5-bromo-1-vinyl-1H-pyrrol-2-yl)carbonyl]-3-phenylpiperidin-4-yl}carbonyl)-4-hydroxypiperidin-4-yl]methyl}-7-methyl-3,7-dihydro-4H-pyrrolo[2,3-d]pyrimidin-4-one